CN(CCOC1=C(C=C(C(=C1)OC)NC1=NC=NC(=C1)N1OCC[C@@H]1C1=CC(=CC=C1)OC1=CC=CC=C1)NC(C=C)=O)C (R)-N-(2-(2-(dimethylamino)ethoxy)-4-methoxy-5-((6-(3-(3-phenoxyphenyl)isoxazolidine-2-yl)pyrimidin-4-yl)amino)phenyl)acrylamide